COC1=CC=C(CN2C(C3=NC=C(C4=CC=CC2=C34)N3C(=C(C=C3)C(=O)OCC)C(F)(F)F)=C=O)C=C1 ethyl 1-(1-(4-methoxybenzyl)-2-carbonyl-1,2-dihydropyrrolo[2,3,4-ij]isoquinolin-5-yl)-2-trifluoromethyl-1H-pyrrol-3-carboxylate